N-[cyclopentylmethyleneamino]benzamide C1(CCCC1)C=NNC(C1=CC=CC=C1)=O